methyl 3-cyano-1H-pyrazole-5-carboxylate C(#N)C1=NNC(=C1)C(=O)OC